tert-butyl N-[(3S)-1-[2-chloro-5-(3,4-difluorophenyl)-4-pyridyl]-3-piperidyl]carbamate ClC1=NC=C(C(=C1)N1C[C@H](CCC1)NC(OC(C)(C)C)=O)C1=CC(=C(C=C1)F)F